N-(5-((dimethylamino)methyl)benzo[d]oxazol-2-yl)-5-fluoro-4-methoxybenzo[d]oxazol-2-amine CN(C)CC=1C=CC2=C(N=C(O2)NC=2OC3=C(N2)C(=C(C=C3)F)OC)C1